acrylamido-propane-sulfonic acid C(C=C)(=O)NC(CC)S(=O)(=O)O